methyl (S)-2-((2S,3R)-3-((tert-butoxycarbonyl)amino)-2-hydroxy-4-phenylbutanamido)-2-(3-(trifluoromethoxy)phenyl)acetate C(C)(C)(C)OC(=O)N[C@@H]([C@@H](C(=O)N[C@H](C(=O)OC)C1=CC(=CC=C1)OC(F)(F)F)O)CC1=CC=CC=C1